(2S,4R)-1-((S)-2-(2-(2-(2-(4-aminopiperidin-1-yl)ethoxy)ethoxy)acetamido)-3,3-dimethylbutanoyl)-4-hydroxy-N-(4-(4-methylthiazol-5-yl)benzyl)pyrrolidine-2-carboxamide NC1CCN(CC1)CCOCCOCC(=O)N[C@H](C(=O)N1[C@@H](C[C@H](C1)O)C(=O)NCC1=CC=C(C=C1)C1=C(N=CS1)C)C(C)(C)C